FC(COC(C=C)=O)(C(C(F)(F)F)F)F.C(C(=C)C)(=O)O methacrylic acid 2,2,3,4,4,4-hexafluorobutyl-acrylate